CC(CCCCC(CCCCCCC)O)O tetradecane-2,7-diol